C(C1=CC=CC=C1)OC1=C(C=O)C(=CC=C1)F 2-(benzyloxy)-6-fluorobenzaldehyde